6-Isopropyl-5-(8-methoxy-[1,2,4]triazolo[1,5-a]pyridin-6-yl)-1-((3R)-1-(tetrahydro-2H-pyran-3-yl)piperidin-3-yl)-1,3-dihydro-2H-benzo[d]imidazol-2-on C(C)(C)C=1C(=CC2=C(N(C(N2)=O)[C@H]2CN(CCC2)C2COCCC2)C1)C=1C=C(C=2N(C1)N=CN2)OC